4-(1H-tetrazol-1-yl)piperidine hydrochloride salt Cl.N1(N=NN=C1)C1CCNCC1